CN(S(=O)(=O)C1=C(SC=C1)C(=O)NC=1C=C(C(=O)OCC)C=CC1)C1=CC=C(C=C1)OC(C)C Ethyl 3-(3-(N-methyl-N-(4-isopropoxyphenyl)sulfamoyl)thiophene-2-carboxamido)benzoate